(S)-(4,6-dimethyl-6-azaspiro[2.5]oct-4-yl)methanol 2-[5-(3-bromo-5-chloro-phenyl)-4-[(4-methoxyphenyl)methyl]-5-methyl-3-oxo-morpholin-2-yl]ethyl-methanesulfonate BrC=1C=C(C=C(C1)Cl)C1(COC(C(N1CC1=CC=C(C=C1)OC)=O)CCCS(=O)(=O)OC[C@]1(C2(CC2)CCN(C1)C)C)C